BrC1(C(C2=C(C=C(C=C2CC1)OC)Cl)=O)F 2-Bromo-8-chloro-2-fluoro-6-methoxy-3,4-dihydronaphthalene-1(2H)-one